(E)-3-(1,3-benzodioxol-5-yl)-N-(2-methyl-sulfanylethyl)-N-phenyl-prop-2-enamide O1COC2=C1C=CC(=C2)/C=C/C(=O)N(C2=CC=CC=C2)CC(C)S